BrC=1C=C(C=CC1)C=1OC(=CN1)C(=O)NC(CC)CC 2-(3-bromophenyl)-N-(pentan-3-yl)oxazole-5-carboxamide